iminoPiperylene N=C=CC=CC